BrC1=NC=C(N=C1)N1CCC(CC1)F 2-bromo-5-(4-fluoropiperidin-1-yl)pyrazine